2-amino-2-(2-methylphenyl)ethanol NC(CO)C1=C(C=CC=C1)C